magnesium bis-glycinate magnesium citrate C(CC(O)(C(=O)[O-])CC(=O)[O-])(=O)[O-].[Mg+2].NCC(=O)[O-].NCC(=O)O.[Mg+2]